7-bromo-3-chloro-N-(1,1-dideuterio-2-methyl-propyl)-8,9-dihydro-7H-cyclopenta[h]isoquinoline-5-sulfonamide BrC1CCC2=C1C=C(C=1C=C(N=CC21)Cl)S(=O)(=O)NC(C(C)C)([2H])[2H]